COC(C1=CC(=C(C(=C1)[N+](=O)[O-])Cl)OCC(CC=CC)N)=O 3-((2-Aminohex-4-en-1-yl)oxy)-4-chloro-5-nitrobenzoic acid methyl ester